8-(4-Fluoro-2-methylphenyl)-9-(4-((1-(3-fluoropropyl)azetidin-3-yliden)methyl)-2,5-dimethylphenyl)-6,7-dihydro-5H-benzo[7]annulen FC1=CC(=C(C=C1)C=1CCCC2=C(C1C1=C(C=C(C(=C1)C)C=C1CN(C1)CCCF)C)C=CC=C2)C